6-chloro-N-(4-cyanobenzyl)-8-((1-(cyclopropylsulfonyl)cyclopropyl)methoxy)-1-methyl-2-oxo-1,2-dihydro-1,5-naphthyridine-3-carboxamide ClC=1N=C2C=C(C(N(C2=C(C1)OCC1(CC1)S(=O)(=O)C1CC1)C)=O)C(=O)NCC1=CC=C(C=C1)C#N